CC1(CCCCC1)C(=O)O 1-methylcyclohexane-1-formic acid